(3S)-3-aminopropionic acid NCCC(=O)O